N1=CN=C2N1C=NC=N2 [1,2,4]triazolo[1,5-a][1,3,5]triazin